[O+]1=CCC1 oxetinium